6-((2S)-1-(tert-butylsulfinyl)aziridine-2-yl)nicotinic acid C(C)(C)(C)S(=O)N1[C@@H](C1)C1=NC=C(C(=O)O)C=C1